2-{4-amino-4-[5-fluoro-6-(2-methoxyphenyl)pyridin-3-yl]Piperidin-1-yl}-5-(trifluoromethyl)benzonitrile NC1(CCN(CC1)C1=C(C#N)C=C(C=C1)C(F)(F)F)C=1C=NC(=C(C1)F)C1=C(C=CC=C1)OC